5-(8-(7-(1,1-Difluoroethyl)-1,3-dimethyl-2-oxo-2,3-dihydro-1H-benzo[d]imidazol-5-yl)isoquinolin-3-yl)-N-(3-(3-((2,6-dioxopiperidin-3-yl)amino)phenyl)prop-2-yn-1-yl)picolinamide FC(C)(F)C1=CC(=CC2=C1N(C(N2C)=O)C)C=2C=CC=C1C=C(N=CC21)C=2C=CC(=NC2)C(=O)NCC#CC2=CC(=CC=C2)NC2C(NC(CC2)=O)=O